(R)-4-(3-amino-8-bromo-5-fluorochroman-7-yl)piperazine-1-carboxylic acid tert-butyl ester C(C)(C)(C)OC(=O)N1CCN(CC1)C1=CC(=C2C[C@H](COC2=C1Br)N)F